NC1=CC=C(C=C1)N1C(=NC2=C3C=CC=NC3=C3N=CC=CC3=C21)C2=CC=CC=C2 1-p-aminophenyl-2-phenylimidazo[4,5-f][1,10]phenanthroline